C(C=C)ON(S(=O)(=O)C1=C(C=CC=C1)[N+](=O)[O-])[C@@H]1C=C([C@H](N(C1)C(=O)OC(C)(C)C)C(=O)O)C (2s,5r)-5-(N-(allyloxy)-2-nitrophenylsulfonamido)-1-(tert-butoxycarbonyl)-3-methyl-1,2,5,6-tetrahydropyridine-2-carboxylic acid